FC1([C@@H]([C@H](CCC1)N1CCN(CC1)C(C)C)NC(=O)N1C[C@@H]2[C@H](C1)CC(C2)C2=NC=CC=C2)F (3aR,5R,6aS)-N-{(1R,6S)-2,2-difluoro-6-[4-(propan-2-yl)piperazin-1-yl]cyclohexyl}-5-(pyridin-2-yl)hexahydrocyclopenta[c]pyrrole-2(1H)-carboxamide